[Na].COC(CCCCCCCCCCC)=O Lauric acid methyl ester sodium